N-(4-(1-(1,3,5-triazine-2-yl)-1H-benzimidazole-2-yl)phenyl)-3-phenylquinoline-7-amine N1=C(N=CN=C1)N1C(=NC2=C1C=CC=C2)C2=CC=C(C=C2)NC2=CC=C1C=C(C=NC1=C2)C2=CC=CC=C2